methyl 2-chloro-3-[(Z)-C-chloro-N-hydroxy-carbonimidoyl]-5-fluoro-benzoate ClC1=C(C(=O)OC)C=C(C=C1/C(=N/O)/Cl)F